FC1=CC=C(C=C1)[C@@H]1N(CCC2=CC=CC=C12)C(CC(=O)O)=O (S)-3-(1-(4-fluorophenyl)-3,4-dihydroisoquinolin-2(1H)-yl)-3-oxopropanoic acid